Cl.ClC1=CC=C(C=C1)C(N1[C@@H](CN[C@H](C1)C)CC)C1CC(C1)(F)F (2R,5S)-1-((4-Chlorophenyl)(3,3-difluorocyclobutyl)methyl)-2-ethyl-5-methylpiperazine hydrochloride